4-[(3aR,9bR)-9b-(benzenesulfonyl)-7-[(2-methylphenyl)methoxy]-1H,2H,3H,3aH,4H,5H,9bH-benzo[e]indole-3-carbonyl]-1λ6-thiane-1,1-dione C1(=CC=CC=C1)S(=O)(=O)[C@]12CCN([C@@H]2CCC2=C1C=CC(=C2)OCC2=C(C=CC=C2)C)C(=O)C2CCS(CC2)(=O)=O